[2-(fluoromethylidene)tetrahydro-1H-pyrrolizin-7a(5H)-yl]methanol FC=C1CC2(CCCN2C1)CO